C(C=C)C=1C(=C(C#N)C=CC1F)O 3-Allyl-4-fluoro-2-hydroxybenzonitrile